(3R,4R,5R,6R)-6-(hydroxymethyl)-3-(((E)-4-methoxybenzylidene)amino)tetrahydro-2H-pyran-2,4,5-triol OC[C@@H]1[C@@H]([C@@H]([C@H](C(O1)O)/N=C/C1=CC=C(C=C1)OC)O)O